CC1=C(C=C(C=C1)Cl)N=C=S 2-Methyl-5-Chlorophenylisothiocyanat